NC1=NC=C(C=C1C(=O)N[C@@H]1[C@H](CCC1)OCC1=CC=C(C=C1)C=1C=C2C(CN(C2=CC1)C1CCN(CC1)CCO)(C)C)C(=C)C 2-amino-N-{(1S,2S)-2-[(4-{1-[1-(2-hydroxyethyl)piperidin-4-yl]-3,3-dimethyl-2,3-dihydro-1H-indol-5-yl}phenyl)methoxy]cyclopentyl}-5-(prop-1-en-2-yl)pyridine-3-carboxamide